C(C1=CC=CC=C1)N(CCC1=CNC=2C=CC=C(C12)O)CC 3-(2-(benzyl(ethyl)amino)ethyl)-1H-indol-4-ol